C(C)(C)(C)P(C1=C(C=CC=C1)C=1C(=CC=CC1)N(C)C)C(C)(C)C 2'-(di-tert-butylphosphino)-N,N-dimethylbiphenyl-2-amine